CC1=NC(=CC(=N1)OCCN1C(COCC1)C(=O)N)NC=1SC(=CN1)C1=CC=CC=C1 [2-[2-methyl-6-[(5-phenylthiazol-2-yl)amino]pyrimidin-4-yl]oxyethyl]morpholine-3-carboxamide